2,3-Dihydrobenzopyrrol N1CCC2=C1C=CC=C2